(2S,3R)-3-[(2-aminopyridin-4-yl)methyl]-1-{[(1R)-1-(2,2-difluoro-1,3-benzodioxol-5-yl)ethyl]carbamoyl}-4-oxoazetidine-2-carboxylic acid trifluoroacetate FC(C(=O)O)(F)F.NC1=NC=CC(=C1)C[C@@H]1[C@H](N(C1=O)C(N[C@H](C)C1=CC2=C(OC(O2)(F)F)C=C1)=O)C(=O)O